(6-((2,3'-difluoro-[1,1'-biphenyl]-3-yl)methyl)-5-pivaloyl-5-azaspiro[2.4]heptane-7-yl)methanesulfonamide FC1=C(C=CC=C1CC1N(CC2(CC2)C1CS(=O)(=O)N)C(C(C)(C)C)=O)C1=CC(=CC=C1)F